C(C)(C)(C)C1=CC=C(C=C1)N(C(=O)[C@@H]1NCCC1)C(C(N1CC(NCC1)=O)=O)C=1C=NC=CC1 (2R)-N-(4-(tert-butyl)phenyl)-N-(2-oxo-2-(3-oxopiperazin-1-yl)-1-(pyridin-3-yl)ethyl)pyrrolidine-2-carboxamide